CO[Si](CCCOCC1CO1)(OC)OC trimethoxy(3-glycidoxypropyl)silane